4'-(naphthalen-1-yl)-[1,1'-biphenyl]-4-amine C1(=CC=CC2=CC=CC=C12)C1=CC=C(C=C1)C1=CC=C(C=C1)N